trans-tert-butyl (4-(5-(6-chloroquinolin-2-yl)-1,3,4-oxadiazol-2-yl)cyclohexyl)carbamate ClC=1C=C2C=CC(=NC2=CC1)C1=NN=C(O1)[C@@H]1CC[C@H](CC1)NC(OC(C)(C)C)=O